2-(3-cyclopropyl-5-fluoropyridine-2-carbonyl)-8,8-dimethyl-7-oxo-2-azaspiro[3.5]non-5-ene-6-carbonitrile C1(CC1)C=1C(=NC=C(C1)F)C(=O)N1CC2(C1)C=C(C(C(C2)(C)C)=O)C#N